[Cl-].C(CC)[NH+](CCCCCCCCCCCCC)CCC din-propyl-tridecyl-ammonium chloride